azobis-tertiary butane N(=NC(C)(C)C)C(C)(C)C